1-[[2-fluoro-3-(trifluoromethoxy)phenyl]methyl]-3-[3-(trifluoromethyl)-1-bicyclo[1.1.1]pentanyl]urea FC1=C(C=CC=C1OC(F)(F)F)CNC(=O)NC12CC(C1)(C2)C(F)(F)F